OCC(CO[Si]1(OCC(CO1)C)CCCSC(CCCCCCC)=O)C thiooctanoic acid S-[2-(3-hydroxy-2-methylpropoxy)-5-methyl-[1,3,2]dioxasilinan-2-ylpropyl] ester